NC1=C(C=C(C=C1OC1=CC(=CC=C1)S(N)(=O)=O)C1=CC=C(C=C1)Br)C(=O)N 4-amino-4'-bromo-5-(3-sulfamoylphenoxy)-[1,1'-biphenyl]-3-carboxamide